FC1=CC=C(C=C1)C1=C(COCC1)CN1CCN(CC1)CC=1C=C2CN(C(C2=CC1)=O)C1C(NC(CC1)=O)=O 3-(5-((4-((4-(4-fluorophenyl)-5,6-dihydro-2H-pyran-3-yl)methyl)piperazin-1-yl)methyl)-1-oxoisoindolin-2-yl)piperidine-2,6-dione